(4-methylphenoxy)acetaldehyde CC1=CC=C(OCC=O)C=C1